BrC(C(=O)NC1=NC=C(C=C1)OC1=NC=CC=C1)C 2-bromo-N-(5-(pyridin-2-yloxy)pyridin-2-yl)propionamide